trifluoro-4-propylbiphenyl FC=1C(=C(C(=C(C1)C1=CC=CC=C1)F)F)CCC